C(C1=CC=CC=C1)C([C@H]1N=C(O[C@H]1C)C1=CC=CC=C1)(CC1=CC=CC=C1)OP(C1=CC=CC=C1)C1=CC=CC=C1 [dibenzyl((4S,5S)-5-methyl-2-phenyl-4,5-dihydro-4-oxazolyl)methyl]diphenylphosphinite